COC(=O)C1CC2(CC(NC=3N2N=C(C3C(N)=O)C3=CC=C2C=CC(=NC2=C3)C3=CC=CC=C3)=O)C1 3'-Carbamoyl-5'-oxo-2'-(2-phenylquinolin-7-yl)-5',6'-dihydro-4'H-spiro[cyclobutane-1,7'-pyrazolo[1,5-a]pyrimidine]-3-carboxylic acid methyl ester